BrCCOCCOCC(F)(F)F 2-[2-(2-bromoethoxy)ethoxy]-1,1,1-trifluoroethane